3-Amino-5-(cyclobutoxy)-4-(7-fluoro-1H-indazol-4-yl)-8-methyl-1H-1,7-naphthyridin-2-one NC=1C(NC2=C(N=CC(=C2C1C1=C2C=NNC2=C(C=C1)F)OC1CCC1)C)=O